CO[C@@H]1COCC[C@H]1N (3S,4R)-3-methoxytetrahydropyran-4-amine